1-(2-fluoro-2-methylpropyl)piperazine FC(CN1CCNCC1)(C)C